ClC1=C(C=CC=C1)C1OC2=C(C(=CC(=C2C(C1)=O)O)O)[C@@H]1[C@@H](CN(CC1)C)O 2-(2-chlorophenyl)-5,7-dihydroxy-8-[(3S,4R)-3-hydroxy-1-methyl-4-piperidinyl]-4-chromanone